COC1=C(C=C(C=C1)OC)OC 1,2,4-trimethoxy-benzene